bis(2-propenyl)-[1,1'-biphenyl]-4,4'-diol C(C=C)C=1C(=C(C=CC1O)C1=CC=C(C=C1)O)CC=C